ethyl 2-(4-benzyloxy-5-methyl-2-propyl-pyrazol-3-yl)-4-[6-[(2,4-dimethoxyphenyl)methylcarbamoyl]-7-fluoro-3-methyl-pyrrolo[1,2-a]pyrazin-8-yl]oxazole-5-carboxylate C(C1=CC=CC=C1)OC1=C(N(N=C1C)CCC)C=1OC(=C(N1)C=1C(=C(N2C1C=NC(=C2)C)C(NCC2=C(C=C(C=C2)OC)OC)=O)F)C(=O)OCC